(S)-2-Chloro-N-(1-(5-(3-chlorophenyl)oxazol-2-yl)-4-(2-fluoroacetimidamido)butyl)-6-fluorobenzamide ClC1=C(C(=O)N[C@@H](CCCNC(CF)=N)C=2OC(=CN2)C2=CC(=CC=C2)Cl)C(=CC=C1)F